C(C)S(=O)(=O)C(C(=O)NC=1C(=C(C=CC1F)NC(C1=CC=CC=C1)=O)F)C N-(3-(2-(ethylsulfonyl)propionamido)-2,4-difluorophenyl)benzamide